NC1=NC(=C(C(=N1)CCC(=O)O)CC1=C(C=CC(=C1)C(C)(C)C#N)OC)NCCCC 3-(2-amino-6-(butylamino)-5-(5-(2-cyanopropan-2-yl)-2-methoxybenzyl)pyrimidin-4-yl)propionic acid